benzyl ((4-(((S)-2-((R)-2-((3-(3-hydroxyphenyl)propyl)amino)-4-phenylbutanamido)propanamido)methyl)phenyl)(imino)methyl)carbamate OC=1C=C(C=CC1)CCCN[C@@H](C(=O)N[C@H](C(=O)NCC1=CC=C(C=C1)C(=N)NC(OCC1=CC=CC=C1)=O)C)CCC1=CC=CC=C1